FC1=CC=C2C(=CNC2=C1)CC(=O)N1CC(C1)OCCOC 2-(6-fluoro-1H-indol-3-yl)-1-(3-(2-methoxyethoxy)azetidin-1-yl)ethan-1-one